OC1=CC=C(C=C1)C(=C(CC)C1=CC=C(C=C1)O)C1=CC=C(OCCNCC2=CC(=C3C(N(C(C3=C2)=O)C2C(NC(CC2)=O)=O)=O)F)C=C1 6-(((2-(4-(1,2-bis(4-hydroxyphenyl)but-1-en-1-yl)phenoxy)ethyl)amino)methyl)-2-(2,6-dioxopiperidin-3-yl)-4-fluoroisoindoline-1,3-dione